[18F]C1=C(C=C(CNC(=N)N)C=C1)I 4-[18F]-Fluoro-3-iodobenzylguanidin